6-(2-fluoro-6-isobutoxy-4-(2-methyl-2H-indazol-5-yl)benzyl)-6,7-dihydro-5H-pyrrolo[3,4-b]pyridin-5-one-7,7-d2 FC1=C(CN2C(C3=NC=CC=C3C2=O)([2H])[2H])C(=CC(=C1)C1=CC2=CN(N=C2C=C1)C)OCC(C)C